C(C)(C)(C)OC(=O)N1CC2(CC1)CC(CC2)C(NC2=NC=C(C(=C2)C2=C1N(N=C2)CC(C1)(C)C)Cl)=O 7-((5-chloro-4-(5,5-dimethyl-5,6-dihydro-4H-pyrrolo[1,2-b]pyrazol-3-yl)pyridin-2-yl)carbamoyl)-2-azaspiro[4.4]nonane-2-carboxylic acid tert-butyl ester